1-(2,6-difluorophenyl)-N-{4-[(7R)-7-amino-5-azaspiro[2.4]heptan-5-yl]-1-(prop-2-yl)benzo[d][1,2,3]triazol-5-yl}-6-oxo-1,2-diazine-3-carboxamide FC1=C(C(=CC=C1)F)N1N=C(C=CC1=O)C(=O)NC1=C(C2=C(N(N=N2)C(C)C)C=C1)N1CC2(CC2)[C@H](C1)N